COCC(C)NC(=O)C1=CC2=C(N3C=4C=CC=CC4N=C13)N=C(C=C2)N2CCN(CCC2)C 2-(4-Methyl-[1,4]diazepan-1-yl)-1,7,11b-triaza-benzo[c]fluorene-6-carboxylic acid (2-methoxy-1-methyl-ethyl)-amide